2-{4-[5-chloro-2-(4-chloro-1H-1,2,3-triazol-1-yl)phenyl]-5-methoxy-2-oxopyridin-1(2H)-yl}pentanoic acid tert-butyl ester C(C)(C)(C)OC(C(CCC)N1C(C=C(C(=C1)OC)C1=C(C=CC(=C1)Cl)N1N=NC(=C1)Cl)=O)=O